CO\N=C(/C)\C1=NC(=NN1)C1=C(C2=NC(=C(C=C2N1C)Cl)OC)N1C=NC=C1 (E)-1-(3-(6-chloro-3-(1H-imidazol-1-yl)-5-methoxy-1-methyl-1H-pyrrolo[3,2-b]-pyridin-2-yl)-1H-1,2,4-triazol-5-yl)ethan-1-one O-methyl oxime